2-(2-fluorophenyl)-N-(pyridin-4-yl)pyrido[2,3-d]pyrimidin-4-amine FC1=C(C=CC=C1)C=1N=C(C2=C(N1)N=CC=C2)NC2=CC=NC=C2